3-(azetidin-3-yl)pyridine Methyl-4-iodo-3,5-dimethoxybenzoate COC(C1=CC(=C(C(=C1)OC)I)OC)=O.N1CC(C1)C=1C=NC=CC1